1-Fluoro-2-nitro-4-(2,2,2-trifluoroethyl)benzene FC1=C(C=C(C=C1)CC(F)(F)F)[N+](=O)[O-]